C(CCCCCCCCCCCCCCCCC)N=C1OC=CC1 N-octadecyl-furanimine